C1=C(C=C(C=C1C(F)(F)F)Br)C(F)(F)F 3,5-bis(trifluoromethyl)bromobenzene